5-[4-(1,4-dioxaspiro[4.5]dec-8-yl)-1-piperidinyl]pyridin-2-amine O1CCOC12CCC(CC2)C2CCN(CC2)C=2C=CC(=NC2)N